trans-methyl 1-(4-cyano-5-methyl-pyrimidin-2-yl)-3-fluoro-piperidine-4-carboxylate C(#N)C1=NC(=NC=C1C)N1C[C@H]([C@@H](CC1)C(=O)OC)F